3-(1-Methylpyrazol-3-yl)isoxazolidine TFA salt Tert-butyl-3-(1-methylpyrazol-3-yl)isoxazolidine-2-carboxylate C(C)(C)(C)OC(=O)N1OCCC1C1=NN(C=C1)C.OC(=O)C(F)(F)F.CN1N=C(C=C1)C1NOCC1